COC1CC(CC1)C(=O)NN 3-methoxycyclopentanecarbohydrazide